CC1=CC=C2C(=N1)OC(=N2)C2=CC=C(N)C=C2 4-(5-methyl-oxazolo[5,4-b]pyridin-2-yl)aniline